4-(4-(ethylsulfonamido)-3-methylphenyl)-1H-pyrrolo[2,3-b]pyridin C(C)S(=O)(=O)NC1=C(C=C(C=C1)C1=C2C(=NC=C1)NC=C2)C